OCC1CC(C1)N1N=C(N=N1)C=1C=CC(=C(C1)NC(=O)C=1C=NN2C1C=CC=C2)C N-(5-(2-((1r,3r)-3-(hydroxymethyl)cyclobutyl)-2H-tetrazol-5-yl)-2-methylphenyl)pyrazolo[1,5-a]pyridine-3-carboxamide